methyl (±)-(4R)-2-(2-(4,4-dimethyl-1-cyclohexenyl)ethyl)thiazolidine-4-carboxylate CC1(CC=C(CC1)CC[C@H]1SC[C@H](N1)C(=O)OC)C |&1:9|